(4-(1H-imidazol-4-yl)phenyl)-2-(7-bromo-2,3-dioxaindol-1-yl)-N-(3-chlorobenzyl)acetamide hydrochloride Cl.N1C=NC(=C1)C1=CC=C(C=C1)C(C(=O)NCC1=CC(=CC=C1)Cl)N1OOC2=CC=CC(=C12)Br